((3aR,4R,6R,6aR)-6-(2-amino-6-chloro-9H-purin-9-yl)-2,2-dimethyltetrahydrofuro[3,4-d][1,3]dioxol-4-yl)methanol NC1=NC(=C2N=CN(C2=N1)[C@@H]1O[C@@H]([C@@H]2[C@H]1OC(O2)(C)C)CO)Cl